N[C@H]1[C@@H](O[C@@H]([C@H]([C@@H]1O)O)CO)O[C@H]1[C@@H]([C@H](C(O[C@@H]1CO)O)NC(C)=O)O N-[(3R,4R,5S,6R)-5-[(2S,3R,4R,5S,6R)-3-amino-4,5-dihydroxy-6-(hydroxymethyl)tetrahydropyran-2-yl]oxy-2,4-dihydroxy-6-(hydroxymethyl)tetrahydropyran-3-yl]acetamide